(3S)-4-(3,3-Dimethylpyrrolidin-1-yl)-3-(methylamino)-4-oxo-butanoic acid CC1(CN(CC1)C([C@H](CC(=O)O)NC)=O)C